ClC1=NN(C2=NC=CC(=C21)CN2CCCC2)C2COC2 chloro-1-(oxetan-3-yl)-4-(pyrrolidin-1-ylmethyl)-1H-pyrazolo[3,4-b]pyridine